N-{4-[3-(2-Cyano-5-fluorophenyl)-5-methyl-4-oxo-4,5,6,7-tetrahydro-1H-pyrrolo[3,2-c]pyridin-2-yl]pyridin-2-yl}-4,4-difluoro-2-(4-fluorophenyl)butanamid C(#N)C1=C(C=C(C=C1)F)C1=C(NC2=C1C(N(CC2)C)=O)C2=CC(=NC=C2)NC(C(CC(F)F)C2=CC=C(C=C2)F)=O